4-fluoro-1-[2-(5-methyl-1,2,4-oxadiazol-3-yl)acetyl]-N-{phenyl[4-(propan-2-yl)phenyl]methyl}pyrrolidine-2-carboxamide FC1CC(N(C1)C(CC1=NOC(=N1)C)=O)C(=O)NC(C1=CC=C(C=C1)C(C)C)C1=CC=CC=C1